N(=O)O.N1C=NC=C1 imidazole nitrite